2-((S)-1-[1,4]Dioxan-2-ylmethoxy)-9-(3-hydroxy-4-methyl-pentyl)-6,7-dihydro-pyrimido[6,1-a]isoquinolin-4-one O1[C@@H](COCC1)COC1=NC(N2C(C3=CC=C(C=C3CC2)CCC(C(C)C)O)=C1)=O